FC(C1=NN=C(S1)N1N=CC2=C(C=C(C=C12)S(=O)(=O)NC1(CC1)C#N)N1CCC(CC1)(F)F)F 1-[({1-[5-(difluoromethyl)(1,3,4-thiadiazol-2-yl)]-4-(4,4-difluoropiperidyl)-1H-indazol-6-yl}sulfonyl)amino]cyclopropanecarbonitrile